Cl.COC1=C2C3C=CC(C2=CC=C1)N3C(C)C 3-methoxy-11-(prop-2-yl)-11-azatricyclo[6.2.1.02,7]Undec-2,4,6,9-tetraene hydrochloride